CC1=C(C(=CC=C1)C(=O)O)O cresotic acid